NC=1C=C(C=C(C1)C(F)(F)F)[C@@H](C)NC(=O)C1=NN(C(C=C1)=O)C1=CC=NC=C1 N-[(1R)-1-[3-amino-5-(trifluoromethyl)phenyl]ethyl]-6-oxo-1-(4-pyridinyl)pyridazine-3-carboxamide